(2S)-2-({5-[(2-{[(1S)-1-carboxyethyl]carbamoyl}-1,3-dioxo-2,3-dihydro-1H-inden-5-yl)sulfonyl]-1,3-dioxo-2,3-dihydro-1H-inden-2-yl}formamido)propanoic acid C(=O)(O)[C@H](C)NC(=O)C1C(C2=CC=C(C=C2C1=O)S(=O)(=O)C=1C=C2C(C(C(C2=CC1)=O)C(=O)N[C@H](C(=O)O)C)=O)=O